tert-butyl (R)-4-(4-(6-(4-(1-(3-(tert-butyl)-1,2,4-oxadiazole-5-carboxamido)ethyl)-3-methylphenyl)-9H-purin-8-yl)phenyl)piperazine-1-carboxylate C(C)(C)(C)C1=NOC(=N1)C(=O)N[C@H](C)C1=C(C=C(C=C1)C1=C2N=C(NC2=NC=N1)C1=CC=C(C=C1)N1CCN(CC1)C(=O)OC(C)(C)C)C